1-((6-((4-Chlorobenzyl)oxy)hex-1-en-2-yl)oxy)-4-methylpyridin ClC1=CC=C(COCCCCC(=C)ON2CC=C(C=C2)C)C=C1